(R)-3-((6-chloroquinolin-4-yl)amino)pyrrolidine-1-carboxylic acid tert-butyl ester C(C)(C)(C)OC(=O)N1C[C@@H](CC1)NC1=CC=NC2=CC=C(C=C12)Cl